tert-butyl 7-[1-[(1S)-1-[(2S,4R)-4-hydroxy-2-(methylcarbamoyl)pyrrolidine-1-carbonyl]-2,2-dimethyl-propyl]triazol-4-yl]indoline-1-carboxylate O[C@@H]1C[C@H](N(C1)C(=O)[C@H](C(C)(C)C)N1N=NC(=C1)C=1C=CC=C2CCN(C12)C(=O)OC(C)(C)C)C(NC)=O